N-((R)-(2-((S)-amino(spiro[2.5]octan-6-yl)methyl)-1-((2-(trimethylsilyl)ethoxy)methyl)-1H-benzo[d]imidazol-5-yl)(cyclopropyl)methyl)-2-(3,3-difluorocyclobutyl)acetamide N[C@H](C1=NC2=C(N1COCC[Si](C)(C)C)C=CC(=C2)[C@H](NC(CC2CC(C2)(F)F)=O)C2CC2)C2CCC1(CC1)CC2